NC=1N=C(C(=NC1)C(C)=O)Cl 1-(5-amino-3-chloropyrazine-2-yl)ethanone